BrC=1C=C(C=CC1)N(C=1C(C(C1N1CCN(CC1)C)=O)=O)CC1=C(C=C(C=C1)C=1OC(=NN1)C(F)F)F 3-((3-bromophenyl)(4-(5-(difluoromethyl)-1,3,4-oxadiazol-2-yl)-2-fluorobenzyl)amino)-4-(4-methylpiperazin-1-yl)cyclobut-3-ene-1,2-dione